[Si](C1=CC=CC=C1)(C1=CC=CC=C1)(C(C)(C)C)O[C@@H](CC(C(C)C)=O)CN(C)CCOC (S)-5-((tert-butyldiphenylsilyl)oxy)-6-((2-methoxyethyl)(methyl)amino)-2-methylhexan-3-one